2-((1R,4R)-4-(4-((2-(azepan-1-yl)-5-oxo-5,6-dihydropyrimido[4,5-d]pyridazin-4-yl)amino)phenyl)cyclohexyl)acetic acid N1(CCCCCC1)C=1N=C(C2=C(C=NNC2=O)N1)NC1=CC=C(C=C1)C1CCC(CC1)CC(=O)O